N1C=CC2=C1C(NCC=C2)=O 1H,6H,7H,8H-pyrrolo[2,3-c]azepine-8-on